CC(C)(C)[O-].CC(C)(C)[O-].CC(C)(C)[O-].CC(C)(C)[O-].[Sn+4] Tin(IV) tetra(t-butoxide)